4-((3-iodo-5-(methylsulfonyl)-1-((2-(trimethylsilyl)ethoxy)methyl)-1H-pyrrolo[2,3-b]pyridin-6-yl)amino)-N-(methyl-d3)pyridazine-3-carboxamide IC1=CN(C2=NC(=C(C=C21)S(=O)(=O)C)NC2=C(N=NC=C2)C(=O)NC([2H])([2H])[2H])COCC[Si](C)(C)C